tert-butyl (S)-3-((7-(difluoromethyl)-5-(isopropylamino)-2,6-naphthyridin-3-yl)amino)piperidine-1-carboxylate FC(C1=NC(=C2C=C(N=CC2=C1)N[C@@H]1CN(CCC1)C(=O)OC(C)(C)C)NC(C)C)F